ON1C(C2=CC=CC=C2C1=O)=O 2-hydroxy-1H-isoindole-1,3-dione